3-(N,N-dimethyl-N-tetradecylammonio)propane-1-sulfonate C[N+](CCCCCCCCCCCCCC)(C)CCCS(=O)(=O)[O-]